2-chloro-N-(((1r,3s,5R,7S)-3-fluoroadamantan-1-yl)methyl)-5-(3-((3-hydroxypropyl)amino)propyl)benzamide hydrochloride Cl.ClC1=C(C(=O)NCC23CC4(C[C@H](C[C@@H](C2)C4)C3)F)C=C(C=C1)CCCNCCCO